1,1,2,2-tetrafluoroethylene FC(=C(F)F)F